NC=1N=NC(=CC1C1=CC=C(C=C1)N1CCC(CC1)NC(OC(C)(C)C)=O)Cl tert-butyl (1-(4-(3-amino-6-chloropyridazin-4-yl)phenyl)piperidin-4-yl)carbamate